methyl-4-(benzylamino)-2,3,5,6-tetrafluorobenzoate COC(C1=C(C(=C(C(=C1F)F)NCC1=CC=CC=C1)F)F)=O